BrC=1C=C2C=C(C(N(C2=NC1)CC1=NC=CC=N1)=O)C(=O)O 6-bromo-2-oxo-1-(pyrimidin-2-ylmethyl)-1,2-dihydro-1,8-naphthyridine-3-carboxylic acid